C1(=CC=CC=C1)C1=CC=CC=2N(C=NC21)C=2C=C(C=CC2)C2=CC=CC1=C(C3=CC=CC=C3C(=C21)C2=CC=CC1=CC=CC=C21)C2=CC=CC1=CC=CC=C21 4-(3-(4-phenylbenzimidazol-1-yl)phenyl)-9,10-dinaphthyl-anthracene